C(CCCCC)C1(CCCCCCCCC1)CCCCCC di(n-hexyl)cyclodecane